CN1C2=NC(=NC(=C2N=C1)N)SCCC 9-methyl-2-(propylthio)-9H-purin-6-amine